D-tryptophan chloride N[C@H](CC1=CNC2=CC=CC=C12)C(=O)Cl